[Si](C)(C)(C(C)(C)C)O[C@H]1C[C@@H](N(C1)C(=O)OC(C)(C)C)C(C1=CC=C(C=C1)Cl)=O (2R,4S)-tert-butyl 4-((tert-butyldimethylsilyl)oxy)-2-(4-chlorobenzoyl)pyrrolidine-1-carboxylate